(S)-7-(4-acryloyl-2-methylpiperazin-1-yl)-9-chloro-10-(3,5-difluorophenyl)-2,3-dihydro-5H-[1,4]thiazino[2,3,4-ij]quinazolin-5-one C(C=C)(=O)N1C[C@@H](N(CC1)C1=NC(N2C3=C(C(=C(C=C13)Cl)C1=CC(=CC(=C1)F)F)SCC2)=O)C